C1(CC1)N1C(=NC2=C1C=C(C=C2)F)C=2C=NC=NC2 1-Cyclopropyl-6-fluoro-2-(pyrimidin-5-yl)-1H-benzo[d]imidazole